C(=CC)C1=CC2=C(OCO2)C=C1 5-propenyl-benzo-1,3-dioxolane